butyl (S)-4-((1-(benzyloxy)-3-methyl-1-oxobutan-2-yl)(methyl)carbamoyl)piperazine-1-carboxylate C(C1=CC=CC=C1)OC([C@H](C(C)C)N(C(=O)N1CCN(CC1)C(=O)OCCCC)C)=O